C(C)(C)(C)NC1=NC=C(C(=N1)N[C@H]1C[C@H]([C@@H](CC1)C)O)C(C(C)C)=O 1-(2-(tert-butylamino)-4-(((1R,3R,4R)-3-hydroxy-4-methylcyclohexyl)amino)pyrimidin-5-yl)-2-methylpropan-1-one